(R)-(1-(6-(3-methyl-1H-pyrrolo[2,3-b]pyridin-5-yl)chroman-8-yl)pyrrolidin-2-yl)methanol CC1=CNC2=NC=C(C=C21)C=2C=C1CCCOC1=C(C2)N2[C@H](CCC2)CO